ClC=1C=C2C(=NC1I)NC(=N2)S(=O)(=O)C 6-chloro-5-iodo-2-(methylsulfonyl)-3H-imidazo[4,5-b]Pyridine